COC1=C(NCC#CC=2C=C(C3=C(C(=CS3)CC(F)(F)F)C2)C(=O)O)C=CC(=C1)S(=O)(=O)C 5-[3-(2-methoxy-4-methylsulfonyl-anilino)prop-1-ynyl]-3-(2,2,2-trifluoroethyl)benzothiophene-7-carboxylic acid